C1=CC=CC=2C3=CC=CC=C3C(=CC12)C1=NC=NC(=C1)C1=CC=C(C=C1)C1=C(C=C(C=C1F)F)F 4-(phenanthren-9-yl)-6-(2',4',6'-trifluoro-[1,1'-biphenyl]-4-yl)pyrimidine